(1r,3r)-N1-(8-chloro-2-(2,6-difluorophenyl)pyrazolo[1,5-a][1,3,5]triazin-4-yl)-N3,N3-dimethylcyclopentane-1,3-diamine ClC=1C=NN2C1N=C(N=C2N[C@H]2C[C@@H](CC2)N(C)C)C2=C(C=CC=C2F)F